ClC1=NN(C=C1NCC1=C(C=C(C=C1)C(F)(F)F)F)C 3-chloro-N-[[2-fluoro-4-(trifluoromethyl)phenyl]methyl]-1-methyl-pyrazol-4-amine